5-{[2-({3',4'-dimethoxy-[1,1'-biphenyl]-2-yl}amino)ethyl]sulfanyl}-1,3,4-thiadiazol-2-amine COC=1C=C(C=CC1OC)C1=C(C=CC=C1)NCCSC1=NN=C(S1)N